BrC=1C(=NC(=C(C1)F)C)NC1=C(C(=CC=C1C)OC)C 3-Bromo-5-fluoro-N-(3-methoxy-2,6-dimethylphenyl)-6-methylpyridin-2-amine